ClC=1C=C(C=CC1F)NC(N(C(C)C1=CN(C(C2=CC=CC=C12)=O)C1CC1)C)=O 3-(3-chloro-4-fluorophenyl)-1-methyl-1-(1-(2-cyclopropyl-1-oxo-1,2-dihydroisoquinolin-4-yl)ethyl)urea